BrC(C#N)C1=NC=CC=C1 2-bromo-2-(pyridin-2-yl)acetonitrile